2-ethyl-5-propyl-pyrrole C(C)C=1NC(=CC1)CCC